C[C@H]1NCC2(OC3=C1N=CC=C3)CC2 |o1:1| (5'R*)-5'-methyl-4',5'-dihydro-3'H-spiro[cyclopropane-1,2'-pyrido[2,3-f][1,4]oxazepine]